N1=C(N=CC=C1)S pyrimidine-2-thiol